BrC=1C(=NC(=NC1)NC1=C(C=C(C(=C1)C=1C=NN(C1)C)N1CCNCC1)OC)NC1=C(C2=C(OCCO2)C=C1)P(C)(C)=O (6-((5-bromo-2-((2-methoxy-5-(1-methyl-1H-pyrazol-4-yl)-4-(piperazin-1-yl)phenyl)amino)pyrimidin-4-yl)amino)-dihydrobenzo[b][1,4]dioxin-5-yl)dimethylphosphine oxide